BrC1=CC=C(C=C1)C1=CCC(CN(C1)S(=O)(=O)C1=CC=C(C)C=C1)O 6-(4-bromophenyl)-1-p-toluenesulfonyl-2,3,4,7-tetrahydro-1H-azepin-3-ol